C=CCCCCCCCCCCCCCC α-n-hexadecene